2,3,4,5-tetrahydro-1H-benzo[c]azepine-8-carbonitrile hydrochloride Cl.C1NCCCC2=C1C=C(C=C2)C#N